2-(1-(3,3-difluorocyclobutyl)-4-(4-fluorophenyl)-1H-imidazol-5-yl)-N-(tetrahydro-2H-pyran-4-yl)thiazole-4-carboxamide FC1(CC(C1)N1C=NC(=C1C=1SC=C(N1)C(=O)NC1CCOCC1)C1=CC=C(C=C1)F)F